[6-[(4-tert-butylthiazol-2-yl)methyl]-2,6-diazaspiro[3.3]heptan-2-yl]-[6-[3-(1-hydroxycyclopropyl)-1,2,4-triazol-1-yl]-2-azaspiro[3.3]heptan-2-yl]methanone C(C)(C)(C)C=1N=C(SC1)CN1CC2(CN(C2)C(=O)N2CC3(C2)CC(C3)N3N=C(N=C3)C3(CC3)O)C1